C1(=CC=CC=C1)N1C(=NC2=C1C=CC=C2)C2=C(C=CC=C2)C2=C(C(=NC(=C2N2C1=CC=CC=C1OC=1C=CC=CC21)N2C1=CC=CC=C1OC=1C=CC=CC21)N2C1=CC=CC=C1OC=1C=CC=CC21)N2C1=CC=CC=C1OC=1C=CC=CC21 10,10',10'',10'''-(4-(2-(1-phenyl-1H-benzo[d]imidazol-2-yl)phenyl)pyridine-2,3,5,6-tetrayl)tetrakis(10H-phenoxazine)